COC1CCCC(C1)C 3-methoxy-5-methylcyclohexane